1-(2-cyclohexyl-5-methylphenoxy)-N-((6-fluoropyridin-2-yl)sulfonyl)cyclopropanecarboxamide C1(CCCCC1)C1=C(OC2(CC2)C(=O)NS(=O)(=O)C2=NC(=CC=C2)F)C=C(C=C1)C